C(C)(=O)NC(C#CC=1C2=C(C(N(C1)C)=O)NC(=C2C(=O)OCC)C)(C)C ethyl 4-(3-acetamido-3-methyl-but-1-ynyl)-2,6-dimethyl-7-oxo-1H-pyrrolo[2,3-c]pyridine-3-carboxylate